8-bromo-2-(2,2-dimethylmorpholin-4-yl)-N-[(5-phenyl-4H-1,2,4-triazol-3-yl)methyl]pyrazolo[1,5-a][1,3,5]triazin-4-amine BrC=1C=NN2C1N=C(N=C2NCC2=NN=C(N2)C2=CC=CC=C2)N2CC(OCC2)(C)C